[Au].[Ge].[Pd] palladium-germanium-gold